NC[C@@H]1CC[C@H](CC1)C(=O)OC1=C(C(=O)O)C=C(C=C1)O 2-(Trans-4-aminomethylcyclohexylcarbonyloxy)-5-hydroxybenzoic acid